10-methylanthracene-2-carboxylic acid CC1=C2C=CC(=CC2=CC2=CC=CC=C12)C(=O)O